2-(2,3-dihydro-1,4-benzodioxin-6-yl)ethan-1-amine hydrochloride Cl.O1CCOC2=C1C=CC(=C2)CCN